FC(C)(F)C1=NC=C(C=N1)C1=CC(=CC=2NC=NC21)C#N 4-(1,1-difluoroethyl-pyrimidin-5-yl)-1H-benzo[d]imidazole-6-carbonitrile